BrC=1C=C(C(=CC1)N)NCCP(=O)(OCC)OCC 4-bromo-N2-(2-diethoxyphosphorylethyl)benzene-1,2-diamine